[5-(3-bromophenyl)tetrazol-2-yl]sodium BrC=1C=C(C=CC1)C=1N=NN(N1)[Na]